OC1C(CCC(C1O)C(C)C)C 2,3-dihydroxy-p-menthane